C(C)(C)(C)NS(=O)(=O)C1=C(C=CC(=C1)C(=O)N1CC2(C3=CC(=CC=C13)NS(=O)(=O)C)CCCCC2)O N-(tert-butyl)-2-hydroxy-5-(5'-(methylsulfonamido)spiro[cyclohexane-1,3'-indoline]-1'-carbonyl)benzenesulfonamide